ClC=1C=C(C=C(C1)Cl)C1=CC(=CC(=C1)OCOC)C(=O)OC methyl 3',5'-dichloro-5-(methoxymethoxy)-[1,1'-biphenyl]-3-carboxylate